4-methylbicyclo[2.2.2]-oct-2-ene-carboxylic acid CC12C=CC(CC1)(CC2)C(=O)O